3,2':5',2'':5'',2''':5''',3''''-Quinquethiophene S1C=C(C=C1)C=1SC(=CC1)C=1SC(=CC1)C=1SC(=CC1)C1=CSC=C1